FC1=CC=C(C=C1)C12CC3(CC(CC(C1)C3)C2)C(C)=O 1-[3-(4-Fluoro-phenyl)-adamantan-1-yl]-ethanone